C1(=C(C(=CC(=C1)C)C)S(=O)(=O)ONC(OC(C)(C)C)=O)C Tert-butyl (mesitylsulfonyl)oxycarbamate